Cl.COC(CNCC(=O)O)=O iminodiacetic acid methyl ester hydrochloride